N-(1-(2-(2-ethylpyridin-4-yl)thiazol-5-yl)ethyl)-1-methyl-3-(trifluoromethyl)-1H-pyrazole-5-carboxamide C(C)C1=NC=CC(=C1)C=1SC(=CN1)C(C)NC(=O)C1=CC(=NN1C)C(F)(F)F